C(C)NC1CCN(CC1)C=1C2=CN(N=C2C(=C(C1)F)C(=O)NC=1N=C2N(C=C(N=C2C)CO)C1)C 4-[4-(ethylamino)-1-piperidyl]-6-fluoro-N-[6-(hydroxymethyl)-8-methyl-imidazo[1,2-a]pyrazin-2-yl]-2-methyl-indazole-7-carboxamide